C1CC2NC(=O)C(=O)N2C1 diazabicyclo[3.3.0]octanedione